(Z)-N-9-octadecenyl-1,3-propanediamine C(CCCCCCC\C=C/CCCCCCCC)NCCCN